ClC1=C(C=CC=2OC3=C(C21)C=CC=C3)C3=CC=CC=C3 1-chloro-2-phenyldibenzo[b,d]furan